2-(((1-(3-((1-(4-chlorophenyl)-2-oxo-2-(6'-(trifluoromethoxy)spiro[cyclopropane-1,3'-indolin]-1'-yl)ethyl)amino)-5-methoxyphenyl)ethylidene)amino)oxy)-2-methylpropanamide ClC1=CC=C(C=C1)C(C(N1CC2(C3=CC=C(C=C13)OC(F)(F)F)CC2)=O)NC=2C=C(C=C(C2)OC)C(C)=NOC(C(=O)N)(C)C